NC=1C=2N(C3=CC(=C(C=C3N1)F)C(=O)N(C)[C@@H]1COC3=C1C=CC(=C3)[C@@H]3[C@H](C3)C(F)F)C=NC2 4-amino-N-((S)-6-((1S,2S)-2-(difluoromethyl)cyclopropyl)-2,3-dihydrobenzofuran-3-yl)-7-fluoro-N-methylimidazo[1,5-a]quinoxaline-8-carboxamide